1-(1-pyridyl)-5-cyclopropyl-3-difluoromethyl-1,2,4-triazole N1(CC=CC=C1)N1N=C(N=C1C1CC1)C(F)F